C(C)(C)(C)OC(NCCCC1=C(C=CC(=C1)F)N1CN(C(C2=CC=C(C=C12)C(F)(F)F)=O)C=1C(=NC(=CC1)OC)Br)=O (3-(2-(3-(2-bromo-6-methoxypyridin-3-yl)-4-oxo-7-(trifluoromethyl)-3,4-dihydroquinazolin-1(2H)-yl)-5-fluorophenyl)propyl)-carbamic acid tert-butyl ester